FC1=CC=C(C=C1)C#CC=1N=C(C=2N=CN([C@H]3[C@H](O)[C@H](O)[C@@H](CO)O3)C2N1)NOC 2-[(4-fluorophenyl)ethynyl]-N6-methoxyadenosine